C(C)(C)(C)OC(=O)N1CCN(CC1)CCC[C@H](C(C)C)N1CC(C1)C=1C=C(C=2N(C1)C(=NC2)C)C2=C(C=C(C=C2)F)C(N(C(C)C)C(C)C)=O 4-[(4R)-4-[3-(8-{2-[di(isopropyl)carbamoyl]-4-fluorophenyl}-3-methylimidazo[1,5-a]pyridin-6-yl)azetidin-1-yl]-5-methylhexyl]piperazine-1-carboxylic acid tert-butyl ester